C(CCCC)C=1N=C(C2=C(OCCN2)N1)NC1COCC1 2-pentyl-N-tetrahydrofuran-3-yl-6,7-dihydro-5H-pyrimido[4,5-b][1,4]oxazin-4-amine